CC(CCOC(=O)C)CC(C)(C)C 3,5,5-trimethyl hexylacetate